ClC1=NC(=CC=C1S(=O)(=O)NC=1C=CC=C2C=CC=NC12)C 2-chloro-6-methyl-N-(quinolin-8-yl)pyridine-3-sulfonamide